N-isopropyl-N-(pyridazin-4-yl)-1-(3-(methylthio)butan-2-yl)-5-methyl-1H-pyrazole-4-carboxamide C(C)(C)N(C(=O)C=1C=NN(C1C)C(C)C(C)SC)C1=CN=NC=C1